tert-butyl 2-chloro-5H-pyrrolo[3,2-d]pyrimidine-5-carboxylate ClC=1N=CC2=C(N1)C=CN2C(=O)OC(C)(C)C